FC1CC(N(C1)C(CCC=1SC(=NN1)C)=O)C(=O)NC(C1=CC=C(C=C1)C(C)C)C1=CC=CC=C1 4-fluoro-1-[3-(5-methyl-1,3,4-thiadiazol-2-yl)propionyl]-N-{phenyl-[4-(propan-2-yl)phenyl]methyl}pyrrolidine-2-carboxamide